6-((1R,5S)-3-(4,4-difluoro-4-(2-methoxypyridin-4-yl)butanoyl)-3,8-diazabicyclo[3.2.1]octane-8-yl)nicotinonitrile FC(CCC(=O)N1C[C@H]2CC[C@@H](C1)N2C2=NC=C(C#N)C=C2)(C2=CC(=NC=C2)OC)F